FC1(CNCC[C@H]1N(C=1N=NC(=CN1)C1=C(C=C(C=C1)N1C=NC=C1)O)C)F (R)-2-(3-((3,3-difluoropiperidin-4-yl)(methyl)amino)-1,2,4-triazin-6-yl)-5-(1H-imidazol-1-yl)phenol